2-(2-(tert-butyl)phenoxy)-N-(p-tolyl)acetamide C(C)(C)(C)C1=C(OCC(=O)NC2=CC=C(C=C2)C)C=CC=C1